C(C)(C)(C)OC(NC1=NC(=C(N=C1)C#N)OC)=O (5-cyano-6-methoxy-pyrazin-2-yl)-carbamic acid tert-butyl ester